boron-iron cobalt [Co].[Fe].[B]